3-chloro-2-(2,6-difluorobenzyl)-2,4,5,6-tetrahydro-7H-pyrazolo[3,4-c]Pyridin-7-one ClC=1N(N=C2C(NCCC21)=O)CC2=C(C=CC=C2F)F